(Z)-2-(4-(1-(4-amino-2-fluoro-but-2-en-1-yl)-6-(trifluoromethyl)-1H-benzo[d][1,2,3]triazol-4-yl)-1H-pyrazol-1-yl)ethan-1-ol NC\C=C(\CN1N=NC2=C1C=C(C=C2C=2C=NN(C2)CCO)C(F)(F)F)/F